CC(C(=O)O)O The molecule is a 2-hydroxy monocarboxylic acid that is propanoic acid in which one of the alpha-hydrogens is replaced by a hydroxy group. It has a role as a Daphnia magna metabolite and an algal metabolite. It derives from a propionic acid. It is a conjugate acid of a lactate.